FC(C1=CC=C(C=C1)C(C)C1=CC=CC=C1)(F)F 4-(1-(4-(trifluoromethyl)phenyl)ethyl)benzene